N-((1S)-(7-(1-chloroethyl)-6-(((5R)-2-oxo-5-(trifluoromethyl)piperidin-3-yl)methyl)imidazo[1,2-b]pyridazin-2-yl)(4,4-difluorocyclohexyl)methyl)-1-ethyl-1H-pyrazole-5-carboxamide ClC(C)C1=CC=2N(N=C1CC1C(NC[C@@H](C1)C(F)(F)F)=O)C=C(N2)[C@@H](NC(=O)C2=CC=NN2CC)C2CCC(CC2)(F)F